Benzyl 7-(2-ethoxy-2-oxoethyl)-3-methyl-2,3-dihydrobenzofuran-3-carboxylate C(C)OC(CC1=CC=CC=2C(COC21)(C(=O)OCC2=CC=CC=C2)C)=O